C(C1=CC=CC=C1)C(C(=O)O)(C(=O)O)OC[C@H]1O[C@H]([C@@H]([C@@]1(O)C#C)O)N1C2=NC(=NC(=C2N=C1)N(CC)CC)Cl 2-benzyl-2-(((2R,3S,4R,5R)-5-(2-chloro-6-(diethylamino)-9H-purin-9-yl)-3-ethynyl-3,4-dihydroxytetrahydrofuran-2-yl)methoxy)malonic acid